The molecule is a trienoic fatty acid, that is octadecanoic acid containing double bonds at positions 9, 12 and 15 and a triple bond at position 6. Isolated from Dicranum scoparium, it exhibits antibacterial activity and inhibitory activity against arachidonate 15-lipoxygenase. It has a role as a metabolite, an antibacterial agent and an EC 1.13.11.33 (arachidonate 15-lipoxygenase) inhibitor. It is an acetylenic fatty acid, a long-chain fatty acid, a straight-chain fatty acid and a trienoic fatty acid. CC/C=C\\C/C=C\\C/C=C\\CC#CCCCCC(=O)O